FC(OC=1C=C(C=CC1)N1N=C(C2=CC(=CC=C12)C(=O)NC1(CS(C1)(=O)=O)C)CC)F 1-(3-(difluoromethoxy)phenyl)-3-ethyl-N-(3-methyl-1,1-dioxo-thietan-3-yl)indazole-5-carboxamide